C(C)(=O)O[C@H]1[C@@H](O[C@@H]([C@H]([C@@H]1OC(C)=O)OC(C)=O)SC)C1=CC(=C(C=C1)C)CC1=CC=C(C=C1)Cl (2S,3S,4R,5S,6R)-2-(3-(4-chlorobenzyl)-4-methylphenyl)-6-(methylthio)tetrahydro-2H-pyran-3,4,5-triyl triacetate